methyl (S)-2-isothiocyanatoaminopropionate N(=C=S)N[C@H](C(=O)OC)C